diethylpropyl-benzene 2,2,2-Trifluoroethyl-(S)-2-amino-3-(quinolin-5-yl)propanoate dihydrochloride Cl.Cl.FC(COC([C@H](CC1=C2C=CC=NC2=CC=C1)N)=O)(F)F.C(C)C=1C(=C(C=CC1)CCC)CC